COC(=O)C=1C(NC(C1OC)C1=CC=C(C=C1)Cl)=O 5-(4-chlorophenyl)-4-methoxy-2-oxo-2,5-dihydro-1H-pyrrole-3-carboxylic acid methyl ester